(R)-methyl 1-(1-(4-cyclopropylphenyl) ethyl)-(propane-1-yn-1-yl)-1H-indazole-7-carboxylate C1(CC1)C1=CC=C(C=C1)[C@@H](C)N1N=C(C2=CC=CC(=C12)C(=O)OC)C#CC